BrC1=CC=CC2=NNN=C21 4-bromo-2H-benzo[d][1,2,3]triazole